C(CC1=CC=CC=C1)C1=CC=CC=2N(C(=NC21)[2H])C(=O)N Phenethyl-1H-benzo[d]imidazole-2-d-1-carboxamide